triethyl-methyl-ammonium carbonate C([O-])([O-])=O.C(C)[N+](C)(CC)CC.C(C)[N+](CC)(CC)C